Hydroxypropenyl-propionate OCC=COC(CC)=O